S1C=CC=2NC(=CC21)C(=O)[O-] thieno[3,2-b]pyrrole-5-carboxylate